tert-butyl 3-[4-[(4-chloro-5-phenoxy-2-pyridyl)amino]quinazolin-6-yl]piperidine-1-carboxylate ClC1=CC(=NC=C1OC1=CC=CC=C1)NC1=NC=NC2=CC=C(C=C12)C1CN(CCC1)C(=O)OC(C)(C)C